(5-(2-fluoro-6-methoxyphenyl)-1-((2-(trimethylsilyl)ethoxy)methyl)-1H-pyrazolo[3,4-c]pyridin-3-yl)-1H-imidazole-4-carboxylic acid FC1=C(C(=CC=C1)OC)C=1C=C2C(=CN1)N(N=C2N2C=NC(=C2)C(=O)O)COCC[Si](C)(C)C